8-Chloro-7-((2-methyl-1H-benzo[d]imidazol-6-yl)oxy)-2-(1-(1-(2,2,2-trifluoroethyl)piperidin-4-yl)-1H-pyrazol-4-yl)quinoxaline ClC=1C(=CC=C2N=CC(=NC12)C=1C=NN(C1)C1CCN(CC1)CC(F)(F)F)OC=1C=CC2=C(NC(=N2)C)C1